N-(5-(((3S,5'S)-6-Methoxy-5'-methyl-1H-spiro[furo[3,4-c]pyridine-3,3'-pyrrolidin]-1'-yl)methyl)thiazol-2-yl)acetamide COC1=CC2=C(C=N1)[C@@]1(CN([C@H](C1)C)CC1=CN=C(S1)NC(C)=O)OC2